BrC1=CC(=C(C=C1F)CC=1N(C2=C(N1)C=CC(=C2)C(=O)OC)C[C@H]2OCC2)F methyl 2-[(4-bromo-2,5-difluoro-phenyl)methyl]-3-[[(2S)-oxetan-2-yl]methyl]benzimidazole-5-carboxylate